NC1CN(C1)C1CCC2=C1C=C(C=1C=C(N=CC21)C2CC2)S(=O)(=O)NCC(C)(C)F 7-(3-aminoazetidin-1-yl)-3-cyclopropyl-N-(2-fluoro-2-methyl-propyl)-8,9-dihydro-7H-cyclopenta[h]isoquinoline-5-sulfonamide